2-(2-(2-(2-(trifluoromethyl)pyridin-4-yl)-2,6-diazaspiro[3.4]octan-6-yl)pyrimidin-4-yl)-1,3,4-thiadiazole FC(C1=NC=CC(=C1)N1CC2(C1)CN(CC2)C2=NC=CC(=N2)C=2SC=NN2)(F)F